O1C=C(C2=C1C=CC=C2)C(C)=O 1-BENZOFURAN-3-YLACETALDEHYDE